(S)-3-(5-(2-ethyl-4-(oxetan-3-yl)piperazin-1-yl)pyridin-2-ylamino)-1-methyl-5-(4,4,5,5-tetra-methyl-1,3,2-dioxaborolan-2-yl)pyridin-2(1H)-one C(C)[C@@H]1N(CCN(C1)C1COC1)C=1C=CC(=NC1)NC=1C(N(C=C(C1)B1OC(C(O1)(C)C)(C)C)C)=O